3-allyl-3-cyano-azetidine-1-carboxylic acid tert-butyl ester C(C)(C)(C)OC(=O)N1CC(C1)(C#N)CC=C